C(C)(=O)NC=1C=C(C=C(C1O)[N+](=O)[O-])S(=O)(=O)O 3-(acetamido)-4-hydroxy-5-nitrobenzenesulfonic acid